CNCC1=C(C(=O)N)C=CC=C1 2-[(methylamino)methyl]benzamide